3-butylmethyl-imidazole C(CCC)N1C(=NC=C1)C